3-[4-[4-[1-[[4-[1-[(E)-but-2-enyl]-4,5-dimethyl-6-oxo-3-pyridinyl]-2,6-dimethoxy-phenyl]methyl]-3,3-difluoro-4-piperidinyl]piperazin-1-yl]-3-fluoro-anilino]piperidine-2,6-dione C(\C=C\C)N1C=C(C(=C(C1=O)C)C)C1=CC(=C(C(=C1)OC)CN1CC(C(CC1)N1CCN(CC1)C1=C(C=C(NC2C(NC(CC2)=O)=O)C=C1)F)(F)F)OC